C1(=CC=C(C=C1)C=1C=CC2=C(C1)C=1N=CN=C(C1O2)C2=CC(=CC=C2)C2=CC=CC1=C2SC2=C1C=CC=C2)C2=CC(=CC=C2)C2=CC=CC=C2 8-(1,1':3',1''-terphenyl-4-yl)-4-[3-(dibenzothiophen-4-yl)phenyl]-[1]benzofuro[3,2-d]pyrimidine